COC1=CC=C(C=CC(=O)N)C=C1 p-methoxycinnamamide